ClC1=CC(=NC=N1)C=1N(N=C2C=CC(=CC12)OC1(CC1)C)COCC[Si](C)(C)C (6-chloropyrimidin-4-yl)-5-(1-methylcyclopropoxy)-2-((2-(trimethylsilyl)ethoxy)methyl)-2H-indazole